N[C@@H]1CCCC12CCNCC2 (R)-1-Amino-8-aza-spiro[4.5]decan